FC1(CC(C1)OC1=CC(=NC=C1)CNC(=O)C=1SC(=NN1)CCCCC=1SC(=NN1)C(NC)=O)F N-((4-(3,3-difluorocyclobutoxy)pyridin-2-yl)methyl)-5-(4-(5-(methylcarbamoyl)-1,3,4-thiadiazol-2-yl)butyl)-1,3,4-thiadiazole-2-carboxamide